N-(2,3-dihydro-1H-inden-5-yl)-3-(3-fluoro-4-methylphenyl)-3-(1,2,4-thiadiazol-5-yl)pyrrolidine-1-carboxamide C1CCC2=CC(=CC=C12)NC(=O)N1CC(CC1)(C1=NC=NS1)C1=CC(=C(C=C1)C)F